1-Dodecyl-2-butylpiperidinium chlorid [Cl-].C(CCCCCCCCCCC)[NH+]1C(CCCC1)CCCC